1,5,6,8,12-pentazatricyclo[8.4.0.02,7]tetradeca-2,4,6-triene N12C3=CC=NN=C3NCC2CNCC1